OC1(CCN(CC1)C=1C=C2C(=CN=NC2=CC1)N[C@H](C)C=1C(=C(C#N)C=CC1)C)C (R)-3-(1-((6-(4-hydroxy-4-methylpiperidin-1-yl)cinnolin-4-yl)amino)ethyl)-2-methylbenzonitrile